4-(acryloyloxy)butyl[1,1'-biphenyl] C(C=C)(=O)OCCCCC1=C(C=CC=C1)C1=CC=CC=C1